N-(3-hydroxybicyclo[1.1.1]pentan-1-yl)-2-oxo-2-((4S,5R)-3,3,7,7-tetrafluoro-4-hydroxy-1-azaspiro[4.4]nonan-1-yl)acetamide OC12CC(C1)(C2)NC(C(N2CC([C@H]([C@@]21CC(CC1)(F)F)O)(F)F)=O)=O